5-[4-Chloro-3-(piperazin-1-yl)phenyl]-1,3,4-oxadiazol-2(3H)-one ClC1=C(C=C(C=C1)C1=NNC(O1)=O)N1CCNCC1